tert-butyl (S)-(7-(4-hydroxy-4-methylpiperidine-1-carbonyl)-5-methyl-4-oxo-2,3,4,5-tetrahydrobenzo[b][1,4]oxazepin-3-yl)carbamate OC1(CCN(CC1)C(=O)C1=CC2=C(OC[C@@H](C(N2C)=O)NC(OC(C)(C)C)=O)C=C1)C